C(C)(C)(C)N(C(O)=O)C1CCN(CC1)S(=O)(=O)C1=CC(=CC=C1)N1CCNCC1.ClC1=C(C=CC(=C1)Cl)C=C=C 2,4-dichlorophenyl-allene tert-butyl-(1-((3-(piperazin-1-yl)phenyl)sulfonyl)piperidin-4-yl)carbamate